2-(2'-hydroxy-4-octyloxyphenyl)benzotriazole OC1=C(C=CC(=C1)OCCCCCCCC)N1N=C2C(=N1)C=CC=C2